(2E)-N-(2,3-dihydro-1H-inden-1-yl)-3-(4-fluoro-1H-indazol-6-yl)prop-2-enamide 1-phenylcyclohexyl-acrylate C1(=CC=CC=C1)C1(CCCCC1)OC(C=C)=O.C1(CCC2=CC=CC=C12)NC(\C=C\C1=CC(=C2C=NNC2=C1)F)=O